((1s,3s)-3-Hydroxy-3-methylcyclobutyl)(7-((4-methyl-5-(trifluoromethyl)pyridin-2-yl)oxy)-2-azaspiro[3.5]nonan-2-yl)methanone OC1(CC(C1)C(=O)N1CC2(C1)CCC(CC2)OC2=NC=C(C(=C2)C)C(F)(F)F)C